O=C1N(CC=2C=C3C(=CC12)OCC1(O3)CCNCC1)N1C(CCCC1=O)=O (6'-oxo-6',8'-dihydro-3'H,7'H-spiro[piperidine-4,2'-[1,4]dioxino[2,3-f]isoindol]-7'-yl)piperidine-2,6-dione